(S)-5-((4-((2-hydroxy-1-phenylethyl)amino)-5-(3-(pyridin-4-yl)-1,2,4-oxadiazol-5-yl)pyridin-2-yl)amino)-2,3,3-trimethylisoindolin-1-one OC[C@H](C1=CC=CC=C1)NC1=CC(=NC=C1C1=NC(=NO1)C1=CC=NC=C1)NC=1C=C2C(N(C(C2=CC1)=O)C)(C)C